3,5-dibromo-3'-(tert-butyl)-1,1'-biphenyl-2',4',5',6'-d4 BrC=1C=C(C=C(C1)Br)C=1C(=C(C(=C(C1[2H])[2H])[2H])C(C)(C)C)[2H]